Toluate CC1=CC=C(C=C1)C(=O)O